CCCCCCCCC(CCCCCCCC)OC(C(CCCCCCC(CCCCCCCCC)N(CCCCCCCCCC)C(CCCN(C)C)=O)(F)F)=O 9-(N-decyl-4-(dimethylamino)butyrylamino)-2,2-difluorooctadecanoic acid heptadec-9-yl ester